(R)-3-(3-(4-(1-(((4-fluorobenzyl)oxy)imino)ethyl)phenyl)-1,2,4-oxadiazol-5-yl)pyrrolidine-1-carboximidamide hydrochloride Cl.FC1=CC=C(CON=C(C)C2=CC=C(C=C2)C2=NOC(=N2)[C@H]2CN(CC2)C(N)=N)C=C1